N12CCCCCC2=NCCC1 1,8-diazabicyclo-[5.4.0]-undeca-7-en